3-Cyano-N-(3-(furan-3-yl)-1H-indazol-5-yl)-1,4-dimethyl-1H-pyrazole-5-carboxamide C(#N)C1=NN(C(=C1C)C(=O)NC=1C=C2C(=NNC2=CC1)C1=COC=C1)C